BrC=1C(=NC(=NC1)Cl)NC1CCCC12CC2 5-Bromo-2-chloro-N-spiro[2.4]heptan-7-yl-pyrimidin-4-amine